2-({4-[(2S)-2-(5-Chloropyridin-2-yl)-2-methyl-1,3-benzodioxol-4-yl]piperidin-1-yl}methyl)-1-[(2S)-oxetan-2-ylmethyl]-1H-benzimidazol ClC=1C=CC(=NC1)[C@@]1(OC2=C(O1)C=CC=C2C2CCN(CC2)CC2=NC1=C(N2C[C@H]2OCC2)C=CC=C1)C